C1(CC1)N1N=CC=2C1=NC(=NC2NC=2N=CN(C2)C2=CC(=C(C(=C2)OC)OC)OC)CC2CC2 1-cyclopropyl-6-(cyclopropylmethyl)-N-(1-(3,4,5-trimethoxyphenyl)-1H-imidazol-4-yl)-1H-pyrazolo[3,4-d]pyrimidin-4-amine